2-methyl-5-oxo-5,6-dihydroimidazo[1,2-c]quinazoline-8-carboxylic acid methyl ester COC(=O)C=1C=CC=2C=3N(C(NC2C1)=O)C=C(N3)C